C1(=CC=CC=C1)C1=CNC2=C(C=C(C=C12)CN1CCS(CC1)(=O)=O)NC1CCOCC1 4-((3-phenyl-7-((tetrahydro-2H-pyran-4-yl)amino)-1H-indol-5-yl)methyl)thiomorpholine-1,1-dioxide